O=C1NC(CCC1NC1=CC(=C(C=C1)N1CCC(CC1)CN1CCN(CC1)C1=CC=C(C=N1)N1C=NC2=CC=CC=C2C1=O)F)=O 3-(6-{4-[(1-{4-[(2,6-dioxopiperidin-3-yl)amino]-2-fluorophenyl}piperidin-4-yl)methyl]piperazin-1-yl}pyridin-3-yl)-4-oxo-3,4-dihydroquinazolin